(P)-1-(5-fluoro-2-methoxy-4-(3-(trifluoromethyl)cyclobutyl)phenyl)-N-(isoxazol-3-yl)-2-oxo-1,2-dihydroquinoline-6-sulphonamide FC=1C(=CC(=C(C1)N1C(C=CC2=CC(=CC=C12)S(=O)(=O)NC1=NOC=C1)=O)OC)C1CC(C1)C(F)(F)F